N-[4-fluoro-5-(1-methyl-2-oxopyridin-4-yl)-2-[rac-(3R,5S)-3,4,5-trimethylpiperazin-1-yl]phenyl]-6-oxo-4-(trifluoromethyl)-1H-pyridine-3-carboxamide FC1=CC(=C(C=C1C1=CC(N(C=C1)C)=O)NC(=O)C1=CNC(C=C1C(F)(F)F)=O)N1C[C@H](N([C@H](C1)C)C)C |r|